1-Methyl-3-(5-methyl-4,5,6,7-tetrahydrothiazolo[5,4-c]pyridin-2-ylamino)-5-(4,4,5,5-tetramethyl-1,3,2-dioxaborolan-2-yl)pyridin-2(1H)-one CN1C(C(=CC(=C1)B1OC(C(O1)(C)C)(C)C)NC=1SC=2CN(CCC2N1)C)=O